2-ethyl-6-methyl-N-(2-(pyridin-3-yl)ethyl)thieno[2,3-d]pyrimidin-4-amine C(C)C=1N=C(C2=C(N1)SC(=C2)C)NCCC=2C=NC=CC2